COC(=O)C1=NN(C(C=C1O)=O)C1=C(C=CC=C1)F 1-(2-fluorophenyl)-4-hydroxy-6-oxo-1,6-dihydropyridazine-3-carboxylic acid methyl ester